(E)-2-(3,4,5-trimethoxybenzylidene)-2,3-dihydropyrrolizine COC=1C=C(\C=C\2/CC3=CC=CN3C2)C=C(C1OC)OC